(2S,4R)-4-amino-2-(4-dihydroxyborylbutyl)piperidine-2-carboxylic acid N[C@H]1C[C@](NCC1)(C(=O)O)CCCCB(O)O